NC1=C(C=C(C=C1)N1CCOCC1)NC[C@@H](CCCOC1=C(C=NN1C)C1=CC(=CN(C1=O)C)C(=O)OC)C methyl 5-(5-{[(4R)-5-{[2-amino-5-(morpholin-4-yl) phenyl] amino}-4-methylpentyl] oxy}-1-methylpyrazol-4-yl)-1-methyl-6-oxopyridine-3-carboxylate